4-{6-amino-2-[(trimethylsilyl)ethynyl]-9H-purin-9-yl}-N-(4-methoxy-1,3-benzothiazol-2-yl)cyclohexanecarboxamide NC1=C2N=CN(C2=NC(=N1)C#C[Si](C)(C)C)C1CCC(CC1)C(=O)NC=1SC2=C(N1)C(=CC=C2)OC